C1(=CC=CC=C1)C1=C2C(=C(C=3C=4C=CC=C5C=CC=C(C13)C54)C5=CC=CC=C5)C=CC=C2 7,12-diphenylbenzo[k]fluoranthene